N-(4-(4-((4-(trifluoromethyl)pyridin-3-yl)methyl)piperazine-1-carbonyl)phenyl)quinoline-8-sulfonamide FC(C1=C(C=NC=C1)CN1CCN(CC1)C(=O)C1=CC=C(C=C1)NS(=O)(=O)C=1C=CC=C2C=CC=NC12)(F)F